4-(2-(1-phenyl-5-(2-(trifluoromethyl)phenyl)-1H-1,2,4-triazol-3-yl)phenoxy)butanoic acid C1(=CC=CC=C1)N1N=C(N=C1C1=C(C=CC=C1)C(F)(F)F)C1=C(OCCCC(=O)O)C=CC=C1